tert-Butyl (2-(4-methyl-1H-indole-2-carbonyl)-1H-indol-5-yl)carbamate CC1=C2C=C(NC2=CC=C1)C(=O)C=1NC2=CC=C(C=C2C1)NC(OC(C)(C)C)=O